N'-Hydroxy-5-((1-(5-(trifluoromethyl)pyridin-2-yl)-1H-pyrazol-3-yl)amino)pyrazine-2-carboximidamide ON=C(N)C1=NC=C(N=C1)NC1=NN(C=C1)C1=NC=C(C=C1)C(F)(F)F